FC1=C(C=C(C=C1)F)C1=NN2C(N=CC=C2)=C1C(=O)OCC Ethyl 2-(2,5-difluorophenyl)pyrazolo[1,5-a]pyrimidine-3-carboxylate